BrC1=C(C=C2C(=CC(=NC2=C1F)SCC)Cl)I 7-Bromo-4-chloro-2-(ethylsulfanyl)-8-fluoro-6-iodoquinoline